FC(C(=O)N)=C fluoro-acrylamide